C(C)(=O)[O-].C(C)C(CN1C=[N+](C=C1)CCCCCCCCCCCCCCCCCC)CCCC 1-(2-ethylhexyl)-3-octadecyl-imidazolium acetate